COC=1C=C(C[C@@H]2[C@@H]([C@H](OC2)C2=CC=CC=C2)COC(=O)C2CCCC2)C=CC1OC Cyclopentanecarboxylic acid ((2S,3R,4R)-4-(3,4-dimethoxybenzyl)-2-phenyltetrahydrofuran-3-yl)methyl ester